BrC1=CC=C(C=C1)CNC(C1=C(C=CC(=C1)F)OC)=O N-[(4-bromophenyl)methyl]-5-fluoro-2-methoxy-benzamide